5-chloro-4-[(3s,5s)-3,5-dimethylmorpholin-4-yl]-2-(2-fluoro-4-pyridinyl)-1H-pyrimidin-6-one ClC1=C(N=C(NC1=O)C1=CC(=NC=C1)F)N1[C@H](COC[C@@H]1C)C